O1CCC(CC1)N1N=C(C=2C=NC=CC21)N 1-(oxan-4-yl)pyrazolo[4,3-c]pyridin-3-amine